(dimethylamino)-1-(2-(3-(fluoromethoxy)phenethyl)phenoxy)butan-2-ol CN(C)C(C(CC)O)OC1=C(C=CC=C1)CCC1=CC(=CC=C1)OCF